(±)-trans-Isoquinolin-5-yl[(3S,4R)-4-phenylpyrrolidin-3-yl]methanone dihydrochloride Cl.Cl.C1=NC=CC2=C(C=CC=C12)C(=O)[C@@H]1CNC[C@H]1C1=CC=CC=C1 |r|